(4-bromo-3-(2-((tert-butyldimethylsilyl)oxy)propan-2-yl)phenyl)boronic acid BrC1=C(C=C(C=C1)B(O)O)C(C)(C)O[Si](C)(C)C(C)(C)C